C(C)(C)(C)C=1C=C(CO)C=C(C1O)C(C)(C)C 3,5-di-tert-butyl-4-hydroxybenzyl alcohol